tert-butyl N-[4-[(E)-4-[(3R)-3-[4-amino-3-(4-phenoxyphenyl) pyrazolo[3,4-d]pyrimidin-1-yl]-1-piperidyl]-4-oxo-but-2-enoxy]butyl]carbamate NC1=C2C(=NC=N1)N(N=C2C2=CC=C(C=C2)OC2=CC=CC=C2)[C@H]2CN(CCC2)C(/C=C/COCCCCNC(OC(C)(C)C)=O)=O